3-(4-((7-((adamantan-2-yl)amino)heptyl)thio)-1-oxoisoindolin-2-yl)piperidine-2,6-dione C12C(C3CC(CC(C1)C3)C2)NCCCCCCCSC2=C3CN(C(C3=CC=C2)=O)C2C(NC(CC2)=O)=O